4-(hydroxyimino)-4-phenylbutyric acid ethyl ester C(C)OC(CCC(C1=CC=CC=C1)=NO)=O